N1N=NC=C1C(=O)N1CC2CCC(C1)N2S(=O)(=O)C2=C(C=C(C(=C2)F)F)F 1H-1,2,3-triazol-5-yl-{8-[(2,4,5-trifluorophenyl)sulfonyl]-3,8-diazabicyclo[3.2.1]oct-3-yl}methanone